FC(C1=NOC(=C1)C(=O)NC12CC(C(CC1)(CC2)C2=NC(=NO2)C2=CC(=CC=C2)F)O)F 3-(difluoromethyl)-N-{4-[3-(3-fluorophenyl)-1,2,4-oxadiazol-5-yl]-3-hydroxy-bicyclo[2.2.2]oct-1-yl}-1,2-oxazole-5-carboxamide